S1(C=2C(C=C1)=CC=1S(C=CC1C2)(=O)=O)(=O)=O Benzo[1,2-b:4,5-b']dithiophene 1,1,5,5-Tetraoxide